C(C)(=O)NC1=CN=CC(=N1)C1=CC=C(C=C1)NC(C(C)(C)C=1N=C(SC1)NS(=O)(=O)C1CC1)=O N-(4-(6-acetamidopyrazin-2-yl)phenyl)-2-(2-(cyclopropanesulfonylamino)thiazol-4-yl)-2-methylpropanamide